2-(2-imidazolin-2-yl)quinoline N1C(=NCC1)C1=NC2=CC=CC=C2C=C1